1-(5-(benzo[d][1,3]dioxol-4-ylamino)-7-(methylamino)pyrazolo[1,5-a]pyrimidin-3-yl)-3-methylurea O1COC2=C1C=CC=C2NC2=NC=1N(C(=C2)NC)N=CC1NC(=O)NC